N-(5-methyl-1H-indazol-6-yl)-2-(3-methyl-5-(piperidin-1-ylsulfonyl)-1H-indol-1-yl)propanamide CC=1C=C2C=NNC2=CC1NC(C(C)N1C=C(C2=CC(=CC=C12)S(=O)(=O)N1CCCCC1)C)=O